Titanium-rhenium [Re].[Ti]